6-(1-methyl-1H-pyrazol-4-yl)-5,6,7,8-tetrahydroimidazo[1,2-a]pyridine-2-carboxylic acid ethyl ester C(C)OC(=O)C=1N=C2N(CC(CC2)C=2C=NN(C2)C)C1